Cl.NC(CS)CCS 2-aminobutane-1,4-dithiol hydrochloride